7-isopropyl-9-oxo-10-thia-9,10-dihydro-anthracene-2-yldiphenyl-sulfonium C(C)(C)C1=CC=C2SC=3C=CC(=CC3C(C2=C1)=O)[S+](C1=CC=CC=C1)C1=CC=CC=C1